3-((6-(6-(dimethylamino)pyridin-3-yl)-5-(trifluoromethyl)-1H-benzo[d]imidazol-2-yl)amino)-N-hydroxybenzamide CN(C1=CC=C(C=N1)C=1C(=CC2=C(NC(=N2)NC=2C=C(C(=O)NO)C=CC2)C1)C(F)(F)F)C